(R)-2-bromopropyl methyl ether COC[C@@H](C)Br